5-(7-bromo-6,8-difluoro-2-(((2r,7as)-2-fluoro-hexahydro-1H-pyrrolizin-7a-yl)methoxy)quinazolin-4-yl)-N-isopropyl-5,6,7,8-tetrahydro-4H-pyrazolo[1,5-a][1,4]diazepine-2-carboxamide BrC1=C(C=C2C(=NC(=NC2=C1F)OC[C@]12CCCN2C[C@@H](C1)F)N1CC=2N(CCC1)N=C(C2)C(=O)NC(C)C)F